CN([C@@H](CNC(=O)N1CC(C2=NC(=CC=C21)C)(C)C)C2=CC=CC=C2)C (R)-N-(2-(dimethylamino)-2-phenylethyl)-3,3,5-trimethyl-2,3-dihydro-1H-pyrrolo[3,2-b]pyridine-1-carboxamide